4-[5-({[4-(aminomethyl)phenyl]methyl}sulfanyl)-4-methyl-1H-pyrazol-3-yl]-1-(2,2-dimethylpropanoyl)azetidin-2-one NCC1=CC=C(C=C1)CSC1=C(C(=NN1)C1CC(N1C(C(C)(C)C)=O)=O)C